[18F]C1=CC=C(C[P+](C2=CC=CC=C2)(C2=CC=CC=C2)C2=CC=CC=C2)C=C1 4-[18F]-fluorobenzyltriphenylphosphonium